1-(6-(1,4-dimethyl-1H-1,2,3-triazol-5-yl)-4-(phenyl-(tetrahydro-2H-pyran-4-yl)methyl)-4H-thieno[2',3':4,5]pyrrolo[3,2-b]pyridin-2-yl)ethan-1-ol CN1N=NC(=C1C=1C=C2C(=NC1)C1=C(N2C(C2CCOCC2)C2=CC=CC=C2)C=C(S1)C(C)O)C